CC1=NC=CC=C1[C@@H](C)N (R)-1-(2-methylpyridin-3-yl)ethan-1-amine